FC=1C=C(C=NC1)CN1N=C(C=CC1=O)C=1C=NC(=NC1)C 2-((5-fluoropyridin-3-yl)methyl)-6-(2-methylpyrimidin-5-yl)pyridazine-3(2H)-one